2-(5-phenyl-5H-[1,3]dioxolo[4',5':4,5]benzo[1,2-d]imidazol-6-yl)ethan-1-amine dihydrochloride Cl.Cl.C1(=CC=CC=C1)N1C(=NC2=C1C=C1C(=C2)OCO1)CCN